C(C)OC(=O)C1(CC=C(CC1)OS(=O)(=O)C(F)(F)F)NC1=CC(=CC=C1)Cl 1-(3-Chloroanilino)-4-[(trifluoromethanesulfonyl)oxy]cyclohex-3-ene-1-carboxylic acid ethyl ester